3,4-dihydroxybenzenediglycidyl ether OC1=C2C(=CC=C1O)C1C(COCC3C2O3)O1